ClC=1C(=C(NC=2C3=C(N=CN2)C=C(C(=N3)O[C@@H]3CN(CC3)C(=O)OC(C)(C)C)F)C=CC1OC(F)F)F tert-butyl (3S)-3-[4-[3-chloro-4-(difluoromethoxy)-2-fluoro-anilino]-7-fluoro-pyrido[3,2-d]pyrimidin-6-yl]oxypyrrolidine-1-carboxylate